S(=O)(=O)(O)C(C(=O)O)CC(=O)O.[C@@H]1([C@H](O)[C@H](O)[C@@H](CN[C@@H](CCSC)C(=O)O)O1)N1C=NC=2C(N)=NC=NC12 adenosyl-methionine sulfosuccinate